FC1(CCC(CC1)C1=C(OC2(CC2)C(=O)NS(=O)(=O)C2=NC(=CC=C2)N[C@H](CO)C)C=C(C=C1)F)F (S)-1-(2-(4,4-Difluorocyclohexyl)-5-fluorophenoxy)-N-((6-((1-hydroxypropan-2-yl)amino)pyridin-2-yl)sulfonyl)cyclopropanecarboxamide